N-(2-chloro-4-pyrimidinyl)-3-nitrobenzenesulfonamide ClC1=NC=CC(=N1)NS(=O)(=O)C1=CC(=CC=C1)[N+](=O)[O-]